(2-naphthyl)alanine C1=C(C=CC2=CC=CC=C12)N[C@@H](C)C(=O)O